CC1=C(C(=O)P(C2=CC=CC=C2)=O)C(=CC(=C1)C)C.[Na] sodium 2,4,6-trimethylbenzoyl-phenylphosphine oxide